3-[[2-[4-[4-ethoxy-6-[(4-methoxyphenyl)methoxy]-3-pyridinyl]-2-fluorophenyl]acetyl]amino]-N-[2-[(1S,4S)-2-oxo-5-azabicyclo[2.2.1]heptan-5-yl]ethyl]-5-(trifluoromethyl)benzamide C(C)OC1=C(C=NC(=C1)OCC1=CC=C(C=C1)OC)C1=CC(=C(C=C1)CC(=O)NC=1C=C(C(=O)NCCN2[C@@H]3CC([C@H](C2)C3)=O)C=C(C1)C(F)(F)F)F